(E)-6-(4-hydroxy-3,5-dimethoxybenzylidene)-6,7,8,9-tetrahydro-11H-pyrido[2,1-b]quinazolin-11-one OC1=C(C=C(\C=C\2/CCCN3C2=NC2=CC=CC=C2C3=O)C=C1OC)OC